ClC1=CC=C2C(=N1)C(=NN2)I 5-chloro-3-iodo-1H-pyrazolo[4,3-b]Pyridine